BrC=1C=NC(=C(C(=O)O)C1)C(F)(F)F 5-Bromo-2-(trifluoromethyl)nicotinic acid